S(=O)(=O)([O-])OOS(=O)(=O)[O-].[K+].FCCCN1CCC1.[K+] 1-(3-fluoropropyl)azetidin potassium persulphate